COC1=CC=C(C=C1)C1(C=C(C2=C(O1)C=1C=CC(=CC1C1=C2C(C2=CC(=CC=C21)C2=CC=CC=C2)(C)CCC(=O)O)OC)CC(=O)O)C2=CC=C(C=C2)OC 3,3-bis(4-methoxyphenyl)-7-methoxy-11-phenyl-13-(2-hydroxycarbonylethyl)carboxymethyl-13-methyl-3h,13h-indeno[2',3':3,4]naphtho[1,2-b]pyran